N1CC(CC1)CC(=O)OC methyl 2-pyrrolidin-3-ylacetate